[Na+].CC(CC)NS([O-])(=O)=O N-(1-methylpropyl)amidosulfuric acid sodium salt